(S)-1'-(6-amino-5-((2-amino-3-chloropyridin-4-yl)sulfanyl)-3-iodopyrazin-2-yl)-1,3-dihydrospiro[indene-2,4'-piperidine] NC1=C(N=C(C(=N1)N1CCC2(CC1)CC1=CC=CC=C1C2)I)SC2=C(C(=NC=C2)N)Cl